C1(CC1)C(CN(C=O)C1=CC=C2CCNC(C2=C1)=O)=O N-(2-cyclopropyl-2-oxoethyl)-N-(1-oxo-1,2,3,4-tetrahydroisoquinolin-7-yl)carboxamide